C(CC(C)C)OC(C1=CC=CC=C1)=O.N1C=NC(=C1)CCCC(N)=N 4-(1H-imidazol-4-yl)butanimidamide isopentylbenzoate